C1C(CCCCC)O1 Epoxyheptane